FC1=CC2=C(O[C@]3(CN([C@@H](C3)C(=O)N)C([C@@H](N(C([C@@H](NC(C(F)(F)F)=O)C)=O)C)CC(C)C)=O)C(N2)=O)C=C1 (2R,5'S)-6-fluoro-1'-(N-methyl-N-((2,2,2-trifluoroacetyl)-L-alanyl)leucyl)-3-oxo-3,4-dihydrospiro[benzo[b][1,4]oxazine-2,3'-pyrrolidine]-5'-carboxamide